2-(diethylamino)bromoethane hydrobromide Br.C(C)N(CCBr)CC